CNC1=C2C#CC3=CN=CC=4C=NC(NC(CCCOCCN5N=NC(=C15)C=C2)=O)=CC34 (methylamino)-13-oxa-8,9,10,18,20,24-hexazapentacyclo[17.6.2.24,7.06,10.022,26]nonacosa-1(25),4,6,8,19(27),20,22(26),23,28-nonaen-2-yn-17-one